OC1=C(C=C(C=C1OC)CC=C)C=N[C@@H](CCCN\C(\N)=N\[H])C(=O)O (E)-N2-{[2-hydroxy-3-methoxy-5-(prop-2-en-1-yl)phenyl]methylidene}-L-arginine